N-([2,2'-bipyridin]-5-yl)-6-fluoropicolinamide N1=C(C=CC(=C1)NC(C1=NC(=CC=C1)F)=O)C1=NC=CC=C1